phenyl (1,2-dichloro-2-cyanovinyl) sulphone ClC(=C(C#N)Cl)S(=O)(=O)C1=CC=CC=C1